rac-2-(3-(4-(tert-butyl)phenyl)-1-hydroxyprop-2-yn-1-yl)phenol C(C)(C)(C)C1=CC=C(C=C1)C#C[C@@H](O)C1=C(C=CC=C1)O |r|